1-Butyl-3-Methylpyridin bis(trifluoromethylsulfonyl)imid [N-](S(=O)(=O)C(F)(F)F)S(=O)(=O)C(F)(F)F.C(CCC)N1CC(=CC=C1)C